tert-butyl (2-((2-amino-8-(dimethylcarbamoyl)-N-propyl-3H-benzo[b]azepine-4-carboxamido)oxy)ethyl)carbamate NC=1CC(=CC2=C(N1)C=C(C=C2)C(N(C)C)=O)C(=O)N(CCC)OCCNC(OC(C)(C)C)=O